(2R,6R)-N-((S)-1-(2-Chlorophenyl)ethyl)-4-(3-fluoropyridin-4-yl)-2,6-dimethylpiperazine-1-carboxamide ClC1=C(C=CC=C1)[C@H](C)NC(=O)N1[C@@H](CN(C[C@H]1C)C1=C(C=NC=C1)F)C